C(C)(C)(C)OC(=O)[C@](N)(CCCCNC(CCCC1=CC=C(C=C1)F)=O)C(=O)O 2-(tert-butoxycarbonyl)-N6-(4-(4-fluorophenyl)butyryl)-L-lysine